FC1=C(N)C=C(C(=C1)C)C=1C=C(C=2N(C1)C=CN2)N2CC1CCC(C2)O1 2-fluoro-4-methyl-5-(8-{8-oxa-3-azabicyclo[3.2.1]oct-3-yl}imidazo[1,2-a]pyridin-6-yl)aniline